CN1N=C(C2=CC(=C(C=C12)C1=CC(=NC=C1)C)NC1=C2C(N(C(C2=CC=C1)=O)C1C(NC(CC1)=O)=O)=O)C ((1,3-dimethyl-6-(2-methylpyridin-4-yl)-1H-indazol-5-yl)amino)-2-(2,6-dioxopiperidin-3-yl)isoindoline-1,3-dione